BrC1=CC(=C(N1COCC[Si](C)(C)C)C(=O)NC)O[C@@H](C)C1=CC=CC=C1 (S)-5-bromo-N-methyl-3-(1-phenylethoxy)-1-((2-(trimethylsilyl)ethoxy)methyl)-1H-pyrrole-2-carboxamide